5-(2-methylpropan-1-enyl)-3-piperazin-1-yl-pyridine-2-carbonitrile CC(=CC=1C=C(C(=NC1)C#N)N1CCNCC1)C